C(C1=CC=CC=C1)OC=1C=C2CCNC(C2=CC1OC)\C=C\C1=C(C=C(C(=C1)OCC=1C=NC=CC1)OC)C 6-(benzyloxy)-7-methoxy-1-[(E)-2-{4-methoxy-2-methyl-5-[(pyridin-3-yl)methoxy]phenyl}ethenyl]-1,2,3,4-tetrahydroisoquinoline